methyl-3-(neopentyloxy)spiro[chromeno[2,3-c]pyridine-5,2'-imidazole]-4',7-diamine CC=1C(=NC2(N1)C1=CC(=CC=C1OC=1C=NC(=CC12)OCC(C)(C)C)N)N